4-(4,5-dichloro-2-(2-hydroxypropan-2-yl)phenylamino)-1,3,5-triazin ClC1=CC(=C(C=C1Cl)NC1=NC=NC=N1)C(C)(C)O